3-(5-(7-((7-oxa-2-azaspiro[3.5]nonan-2-yl)methyl)-3-(isopropylamino)-1H-pyrazolo[4,3-b]pyridin-5-yl)-4-fluoro-1-oxoisoindolin-2-yl)piperidine-2,6-dione C1N(CC12CCOCC2)CC2=C1C(=NC(=C2)C=2C(=C3CN(C(C3=CC2)=O)C2C(NC(CC2)=O)=O)F)C(=NN1)NC(C)C